16-(3-Tert-Butylphenyl)-4-(quinolin-3-yl)-8,11,14,16-tetraazatetracyclo[8.6.0.02,7.011,15]Hexadec-1(10),2,4,6,8,12,14-heptaene C(C)(C)(C)C=1C=C(C=CC1)N1C2=NC=CN2C=2C=NC3=CC=C(C=C3C12)C=1C=NC2=CC=CC=C2C1